BrC1=CC=C(S1)C1(COC1)O 3-(5-bromothiophen-2-yl)oxetan-3-ol